CC(C(C)NC1=NC(=NC(=N1)NC1=CC=NC=C1)C1=CC=CC=C1)(C)C N2-(3,3-dimethylbut-2-yl)-6-phenyl-N4-(pyridin-4-yl)-1,3,5-triazine-2,4-diamine